trifluoromethyl propyl phosphite P(OC(F)(F)F)(OCCC)[O-]